3-hydroxy-4-formylphenyl-pinacol OC=1C=C(C=CC1C=O)CC(O)(C)C(C)(C)O